1,3-dihydrobenzoxazine O1NCCC2=C1C=CC=C2